N-(4-(benzo[d]thiazol-6-ylamino)-7-bromoquinazolin-6-yl)-3-chloropropanamide S1C=NC2=C1C=C(C=C2)NC2=NC=NC1=CC(=C(C=C21)NC(CCCl)=O)Br